C(CCCCCC)NC(OCN1C(CCC2=CC=C(C=C12)CCN1CCN(CC1)C1=CC(=CC=2SC=CC21)F)=O)=O (7-(2-(4-(6-fluorobenzo[b]thiophen-4-yl)piperazin-1-yl)ethyl)-2-oxo-3,4-dihydroquinolin-1(2H)-yl)methyl heptylcarbamate